N1(CCCC1)C(CC)=O (pyrrolidin-1-yl)propan-1-one